3,5-dihydroxybenzenesulfonate OC=1C=C(C=C(C1)O)S(=O)(=O)[O-]